FC1=C(C=CC=C1C=C[N+](=O)[O-])[N+](=O)[O-] 2-fluoro-1-nitro-3-(2-nitrovinyl)benzene